5-(3-chlorothiophen-2-yl)-1,3,4-thiadiazol-2-amine ClC1=C(SC=C1)C1=NN=C(S1)N